2,7,16,25,30-pentaoxo-9,12,18,21-tetraoxa-3,6,15,24,29-pentaazapentatetracontan-45-oate O=C(C)NCCNC(COCCOCCNC(COCCOCCNC(CCCNC(CCCCCCCCCCCCCCC(=O)[O-])=O)=O)=O)=O